O=C1N[C@H]2[C@@H](OC1)CCN(C2)C(=O)N2CCC(CC2)N(C(C2=CC=C(C=C2)C(F)(F)F)=O)C N-[1-[(4aR,8aS)-3-oxo-4,4a,5,7,8,8a-hexahydropyrido[4,3-b][1,4]oxazine-6-carbonyl]piperidin-4-yl]-N-methyl-4-(trifluoromethyl)benzamide